3,4,5-Trifluorophenol FC=1C=C(C=C(C1F)F)O